CC1(O[C@H]([C@@H](O1)CNS([O-])(=O)=O)C1=C(N=CS1)C)C ((4S,5R)-2,2-dimethyl-5-(4-methylthiazol-5-yl)-1,3-dioxolan-4-yl)methylsulfamate